CC1=CC=C(C=C1)S(=O)(=O)OC1=CC(=C(C(=C1C)OC)C=O)OS(=O)(=O)C1=CC=C(C=C1)C 4-formyl-5-methoxy-6-methyl-1,3-phenylene bis(4-methylbenzenesulfonate)